FC(C=1C(=C(C=CC1)[C@@H](C)NC1=C2C(=C(N=N1)C)N=CC(=C2)N2C(COCC2)C)F)F N-((R)-1-(3-(difluoromethyl)-2-fluorophenyl)ethyl)-8-methyl-3-(3-methylmorpholino)pyrido[2,3-d]pyridazin-5-amine